ClC=1C=CC(=C(C1)C1=C(C=NC(=C1)C)C(=O)O)OC 4-(5-chloro-2-methoxy-phenyl)-6-methyl-pyridine-3-carboxylic acid